C(C)OC(C(C(C(=O)OCC)CC1=CC=CC=C1)CC1=CC=CC=C1)=O 2,3-dibenzylsuccinic acid diethyl ester